methyl (E)-3-(3-(N-(1-(4-(3-methyl-1,2,4-oxadiazol-5-yl)bicyclo[2.2.2]octan-1-yl) ethyl)cyclohexanecarboxamido)phenyl)acrylate CC1=NOC(=N1)C12CCC(CC1)(CC2)C(C)N(C(=O)C2CCCCC2)C=2C=C(C=CC2)/C=C/C(=O)OC